N-(2-Fluoro-4-methyl-5-(8-morpholinoimidazo[1,2-a]pyridin-6-yl)phenyl)-1-(1-methylcyclopropyl)-1H-pyrazole-4-carboxamide FC1=C(C=C(C(=C1)C)C=1C=C(C=2N(C1)C=CN2)N2CCOCC2)NC(=O)C=2C=NN(C2)C2(CC2)C